COC=1C=CC2=C(C1)S(CC1=C2N(N=C1C(=O)O)C1=CC=C(C=C1)CN1CCOCC1)(=O)=O 7-Methoxy-1-(4-(morpholinomethyl)phenyl)-1,4-dihydrothiochromeno[4,3-c]pyrazole-3-carboxylic acid 5,5-dioxide